COC(C(C)OC1=CC(=C(C=C1)C1=NC(=NC(=N1)C1=CC=CC=C1)C1=CC=CC=C1)O)=O 2-[4-(4,6-diphenyl-1,3,5-triazin-2-yl)-3-hydroxy-phenoxy]propionic acid methyl ester